2,3,6-trifluorophenol FC1=C(C(=CC=C1F)F)O